C(C1=CC=CC=C1)OC1=CC(=CC2=C1C[C@H]([C@H](O2)C=2C=C(C(=CC2)O)O)O)OCC2=CC=CC=C2 4-[(2R,3R)-5,7-bis(benzyloxy)-3-hydroxy-3,4-dihydro-2H-1-benzopyran-2-yl]benzene-1,2-diol